C1(CC1)C1=C(C=C(C=C1O)\C=C\C1=COC=C1)O (E)-2-cyclopropyl-5-(2-(furan-3-yl)vinyl)benzene-1,3-diol